7-(dimethylamino)-4-fluoro-2-methoxy-6(5H)-phenanthridinone dihydrochloride Cl.Cl.CN(C1=C2C(NC=3C(=CC(=CC3C2=CC=C1)OC)F)=O)C